2-((26-amino-3,6,9,12,15,18,21,24-octaoxahexacosyl)oxy)-4-chloro-5-(4-cyano-6-(trifluoromethyl)pyridin-3-yl)-N-(2-methoxyphenyl)-N-methylbenzamide NCCOCCOCCOCCOCCOCCOCCOCCOCCOC1=C(C(=O)N(C)C2=C(C=CC=C2)OC)C=C(C(=C1)Cl)C=1C=NC(=CC1C#N)C(F)(F)F